N-(5-(2-(3,3-dimethylpyrrolidin-1-yl)acetamido)-2-methylpyridin-3-yl)-2-(1-(2-hydroxyethyl)-1H-pyrazol-4-yl)pyrazolo[5,1-b]thiazole-7-carboxamide CC1(CN(CC1)CC(=O)NC=1C=C(C(=NC1)C)NC(=O)C=1C=NN2C1SC(=C2)C=2C=NN(C2)CCO)C